2-(2-methyl-6H-oxazolo[4,5-e]indol-8-yl)ethan-1-amine hydrochloride Cl.CC=1OC=2C(=C3C(=CNC3=CC2)CCN)N1